C(=O)[O-].C(C)(C)(C)OC(=O)NCCOC=1C=CC2=C(N(C=[N+]2CC)CC)C1 6-(2-{[(tert-butoxy)carbonyl]Amino}ethoxy)-1,3-diethyl-1H-1,3-benzodiazol-3-ium formate